3-(Cyclopropylethynyl)imidazo[2,1-b]thiazole-6-carboxylic acid C1(CC1)C#CC=1N2C(SC1)=NC(=C2)C(=O)O